4-(9-((2-(2,6-dioxopiperidin-3-yl)-1,3-dioxoisoindol-4-yl)oxy)nonylpiperazin-1-yl)-N-(5-((5-fluoro-2-oxoindole-3-ylidene)methyl)-4-methyl-1H-pyrrol-3-yl)acetamide O=C1NC(CCC1N1C(C2=CC=CC(=C2C1=O)OCCCCCCCCCC1N(CCNC1)C1(C(=CNC1C=C1C(NC2=CC=C(C=C12)F)=O)NC(C)=O)C)=O)=O